(R)-2-(1-(1-(5-ethylpyrimidin-2-yl)piperidin-4-yl)ethoxy)-6-(4-(methylsulfonyl)phenyl)imidazo[2,1-b][1,3,4]thiadiazol C(C)C=1C=NC(=NC1)N1CCC(CC1)[C@@H](C)OC1=NN2C(S1)=NC(=C2)C2=CC=C(C=C2)S(=O)(=O)C